N3-(1-methylpiperidin-4-yl)-6-phenyl-8,9-dihydro-7H-cyclopenta[4,5]pyrido[2,3-d]pyrimidine-1,3-diamine CN1CCC(CC1)NC1=NC(=C2C(=N1)N=C(C1=C2CCC1)C1=CC=CC=C1)N